(9Z,26Z)-pentatriaconta-9,26-dien-18-yl 4-(N-isobutyrylsulfamoyl)butanoate C(C(C)C)(=O)NS(=O)(=O)CCCC(=O)OC(CCCCCCC\C=C/CCCCCCCC)CCCCCCC\C=C/CCCCCCCC